O1CC(C1)N1CCN(CC1)C=1C=C2C=CC=NC2=CC1 6-(4-(oxetan-3-yl)piperazin-1-yl)quinolin